FC1(C(N(C2=C(O1)C=C(C(=C2)C2=C(C(=C(C(=C2F)F)F)F)F)F)CC(=O)N2[C@@H](CCCC2)C(=O)OC)=O)F methyl (S)-1-(2-(2,2,7-trifluoro-3-oxo-6-(perfluorophenyl)-2,3-dihydro-4H-benzo[b][1,4]oxazin-4-yl)acetyl)piperidine-2-carboxylate